OCCCCCCCCCOC1=C(C=C(CO)C=C1)OC 4-(9-hydroxynonanyloxy)-3-methoxybenzyl alcohol